NC(COC=1C=CC(=C(C(=O)NC2(CC2)C2=C3C=CC=NC3=CC(=C2)C(=C)C)C1)C)C 5-(2-Aminopropoxy)-2-methyl-N-(1-(7-(prop-1-en-2-yl)quinolin-5-yl)cyclopropyl)benzamide